O1COCC2=C1C=CC=C2B(O)O benzo[d][1,3]Dioxin-5-ylboronic acid